N-(4-amino-3-fluorophenyl)-4'-fluoro-6-methyl-2-keto-1,2-dihydro-[1,1'-biphenyl]-3-carboxamide NC1=C(C=C(C=C1)NC(=O)C=1C(C(C(=CC1)C)C1=CC=C(C=C1)F)=O)F